C(CC)OC(C=C)=O acrylic propyl ester